[Cl-].CC(C(=O)OC(CC)[N+]1(CCC=C(C1)C1=NSN=C1OCCCCCC)C)C 1-[5-(4-hexoxy-1,2,5-thiadiazol-3-yl)-1-methyl-3,6-dihydro-2H-pyridin-1-ium-1-yl]propyl 2-methylpropanoate chloride